O1COC2=C1C=CC=C2CNCC2=CC(=NC=C2)N2CC(CCC2)CC N-(1,3-benzodioxol-4-ylmethyl)-1-[2-(3-ethyl-1-piperidyl)-4-pyridyl]methanamine